FC1=C(C=C(C(=C1O)O)OC)C1=NC2=C(N1C1(COC1)C)C=C(C=C2)C#N 2-(2-fluoro-3,4-dihydroxy-5-methoxyphenyl)-1-(3-methyloxetan-3-yl)-1H-1,3-benzodiazole-6-carbonitrile